CC1=CC(=NC2=NC=CC=C12)CCCCCO[C@H]1CN(CC1)C(=O)OC(C)(C)C tert-butyl (R)-3-((5-(4-methyl-1,8-naphthyridin-2-yl)pentyl)oxy)pyrrolidine-1-carboxylate